cis-2-[4-(1-methyl-1H-pyrazol-5-yl) piperidin-1-yl]-6-azaspiro[3.4]octane-6-carboxylate fumarate C(\C=C\C(=O)O)(=O)O.CN1N=CC=C1C1CCN(CC1)C1CC2(C1)CN(CC2)C(=O)O